6-[8-[(3-fluoro-4-methyl-6,7-dihydro-5H-cyclopenta[b]pyridin-6-yl)methyl]-2-oxo-1-oxa-3,8-diazaspiro[4.5]decan-3-yl]-4H-pyrazino[2,3-b][1,4]oxazin-3-one FC=1C(=C2C(=NC1)CC(C2)CN2CCC1(CN(C(O1)=O)C1=NC3=C(OCC(N3)=O)N=C1)CC2)C